2-((4-(7-(((1s,4s)-4-(cyclobutanesulfonamido)-1-hydroxycyclohexyl)methyl)-2,7-diazaspiro[3.5]nonan-2-yl)pyrimidin-5-yl)oxy)-N-ethyl-5-fluoro-N-isopropylbenzamide C1(CCC1)S(=O)(=O)NC1CCC(CC1)(O)CN1CCC2(CN(C2)C2=NC=NC=C2OC2=C(C(=O)N(C(C)C)CC)C=C(C=C2)F)CC1